C(C)(C)(C)OC(=O)N1CCN(C2=CC=CC(=C12)C)C1=CC2=C(N=C(N=C2)NC2CC2)N(C1=O)C1COCC1 4-[2-(Cyclopropylamino)-7-oxo-8-tetrahydrofuran-3-yl-pyrido[2,3-d]pyrimidin-6-yl]-8-methyl-2,3-dihydroquinoxaline-1-carboxylic acid tert-butyl ester